C12COCC(CC1)N2C2=CC=1C(=C(N=NC1N[C@H](C)C1=C(C(=CC=C1)C(F)(F)F)C)C)N=C2 3-(3-oxa-8-azabicyclo[3.2.1]octan-8-yl)-8-methyl-N-((R)-1-(2-methyl-3-(trifluoromethyl)phenyl)ethyl)pyrido[2,3-d]pyridazin-5-amine